C[C@H]1N([C@@H](CN(C1)C1=NC=C(C=N1)C(F)(F)F)C)C(=O)OCCC1=CNC(C(=C1)C(F)(F)F)=O 2-(6-oxo-5-(trifluoromethyl)-1,6-dihydropyridin-3-yl)ethyl (2R,6R)-2,6-dimethyl-4-(5-(Trifluoromethyl)pyrimidin-2-yl)piperazine-1-carboxylate